CN1C=CC2=C1N=CN=C2NC(C(=O)O)CC 2-((7-methyl-7H-pyrrolo[2,3-d]pyrimidin-4-yl)amino)butyric acid